O=C1C2=C(N=CN1)SC1=C2CN(CC1)C(=O)OC(C)(C)C tert-Butyl 4-oxo-3,4,7,8-tetrahydropyrido[3',4':4,5]thieno[2,3-d]pyrimidine-6(5H)-carboxylate